dimethylbenzoylphenylbenzoylphenylphosphine oxide CC1=C(C(=C(C=C1)P(C(C1=CC=CC=C1)=O)(C1=CC=CC=C1)=O)C(C1=CC=CC=C1)=O)C